[I-].N1=NC=CC=C1 Pyridazine iodide